BrC1=CC(=C(C=C1)NC(=O)C1=C(C=NN1)C)F N-(4-bromo-2-fluorophenyl)-4-methyl-1H-pyrazol-5-formamide